2-(5-tert-butyl-3-(phenylpropane-2-yl)-2-hydroxyphenyl)benzotriazole C(C)(C)(C)C=1C=C(C(=C(C1)N1N=C2C(=N1)C=CC=C2)O)C(C)CC2=CC=CC=C2